ClC=1C=CC2=C(C[C@@H](CC=3N2C(=NN3)[C@@H]3CC[C@H](CC3)OC3=NC=CC=C3)N(S(=O)(=O)C)C)C1 N-{(5S)-8-Chloro-1-[trans-4-(pyridin-2-yloxy)cyclohexyl]-5,6-dihydro-4H-[1,2,4]triazolo[4,3-a][1]benzazepin-5-yl}-N-methylmethansulfonamid